Heptylnonylundecyl adipate C(CCCCC(=O)[O-])(=O)OC(CCCCCCCCCC)(CCCCCCCCC)CCCCCCC